C(C1=CC=CC=C1)N(C=1C(=NC(=C(C1)F)CC1C(C1)(F)F)OC)CC1=CC=CC=C1 N,N-dibenzyl-6-[(2,2-difluorocyclopropyl)methyl]-5-fluoro-2-methoxy-pyridin-3-amine